N-(3-(2-cyclobutyl-7-(methylthio)-2,3-dihydro-[1,4]dioxino[2,3-c]pyridin-5-yl)-1H-pyrrolo[2,3-c]pyridin-5-yl)acetamide C1(CCC1)C1OC2=C(C(=NC(=C2)SC)C2=CNC3=CN=C(C=C32)NC(C)=O)OC1